Natrium (S)-3-(5-(3-Methoxyphenyl)thiophen-2-yl)-3-(3-(1-methyl-4-oxido-2-oxo-1,2-dihydropyridin-3-yl)ureido)propanoat COC=1C=C(C=CC1)C1=CC=C(S1)[C@H](CC(=O)[O-])NC(=O)NC=1C(N(C=CC1[O-])C)=O.[Na+].[Na+]